4,4-difluoro-1',2'-dihydrospiro[cyclohexane-1,3'-indol]-2'-one FC1(CCC2(C(NC3=CC=CC=C23)=O)CC1)F